[Si](C)(C)(C(C)(C)C)OC1C(OCC1F)C=O 3-[(tert-butyldimethylsilyl)oxy]-4-fluorooxolane-2-carbaldehyde